2,6-BIS(IMINO)PYRIDYL-IRON N=C1NC(C=CC1[Fe])=N